(S)-7-chloro-6-fluoro-1-(2-isopropyl-6-methyl-4-(methylthio)pyridin-3-yl)-4-(2-methylpiperazin-1-yl)pyrido[2,3-d]pyrimidin-2(1H)-one ClC=1C(=CC2=C(N(C(N=C2N2[C@H](CNCC2)C)=O)C=2C(=NC(=CC2SC)C)C(C)C)N1)F